ClC=1C=C(C#N)C=C(C1)CCN1[C@H](C[C@@H](C1)COC1=CC=C(C=C1)S(=O)(=O)C)C trans-3-chloro-5-{2-[4-[(4-methylsulfonylphenoxy)methyl]-2-methylpyrrolidin-1-yl]ethyl}benzonitrile